4-carbamoyl-2,6-dimethylbenzoic acid C(N)(=O)C1=CC(=C(C(=O)O)C(=C1)C)C